1,2-difluoro Ethylene tert-Butyl rel-(2-(2-(((1R,4R,5R)-2-azabicyclo[2.2.0]hexan-5-yl)oxy)-6-(4-fluorophenyl)pyridin-4-yl)propan-2-yl)carbamate [C@@H]12NC[C@H]2[C@@H](C1)OC1=NC(=CC(=C1)C(C)(C)NC(OC(C)(C)C)=O)C1=CC=C(C=C1)F.FC=CF |o1:0,3,4|